C(CCC)(=O)O.C1(=CC=CC=C1)[Na] phenylsodium butyrate